2'-[6-amino-5-(trifluoromethyl)pyridin-3-yl]-N-[2-(6-methylpyridin-3-yl)propan-2-yl]-5',6'-dihydrospiro[pyrrolidine-3,4'-pyrrolo[1,2-b]pyrazole]-1-carboxamide NC1=C(C=C(C=N1)C=1C=C2N(N1)CCC21CN(CC1)C(=O)NC(C)(C)C=1C=NC(=CC1)C)C(F)(F)F